OC(C)(C)C=1C=C(C=C(C1)C(C)(C)O)C1=CC=CC=C1 3,5-bis(α-hydroxyisopropyl)biphenyl